[Na+].[Na+].O[B-]1(CCC=2C=CC(=C(C2O1)C(=O)O)OC1CN(C1)C([C@H]1N(CCC1)C)=O)O.O[B-]1(CCC=2C=CC(=C(C2O1)C(=O)O)OC1CN(C1)C([C@H]1N(CCC1)C)=O)O 4,4-dihydroxy-8-{[1-(1-methyl-L-prolyl)azetidin-3-yl]oxy}-5-oxa-4-boranuidabicyclo[4.4.0]deca-1(6),7,9-triene-7-carboxylic acid disodium salt